OC=1C(=NC=CC1OC)C(=O)N[C@H](C(=O)OC(C)C1(CCC1)C1=CC=C(C=C1)Cl)C 1-[1-(4-chlorophenyl)cyclobutyl]ethyl (2S)-2-[(3-hydroxy-4-methoxy-pyridine-2-carbonyl)amino]propanoate